C1=CC=CC=2C3=CC=CC=C3C(C12)COC(=O)N[C@H](CN(CC(=O)O)S(=O)(=O)CCNC(=O)OC(C)(C)C)CCC(=O)OC(C)(C)C (S)-N-(2-((((9H-fluoren-9-yl)methoxy)carbonyl)amino)-5-(tert-butoxy)-5-oxopentyl)-N-((2-((tert-butoxycarbonyl)amino)ethyl)sulfonyl)glycine